C1(=CC=CC=C1)COC1=CC(=C(C=O)C(=C1)Cl)Cl 4-(Phenylmethyloxy)-2,6-dichlorobenzaldehyde